(E)-4-((7-chloro-2-(4-(2-nitroprop-1-en-1-yl)phenyl)quinolin-4-yl)methyl)morpholine ClC1=CC=C2C(=CC(=NC2=C1)C1=CC=C(C=C1)\C=C(/C)\[N+](=O)[O-])CN1CCOCC1